F[C@H]1C[C@@H](N(C1)C=1C=CC=2N(N1)C(=CN2)C(=O)N[C@H]2CN(CCOC2)CC2=CC(=C(C=C2)F)O)C2=CC(=CC(=C2)SC)F 6-[(2R,4S)-4-fluoro-2-[3-fluoro-5-(methylsulfanyl)phenyl]pyrrolidin-1-yl]-N-[(6S)-4-[(4-fluoro-3-hydroxyphenyl)methyl]-1,4-oxazepan-6-yl]imidazo[1,2-b]pyridazine-3-carboxamide